tertbutyl (1R,5S)-6-[[6-[[6-(2,6-dichlorophenyl)-8-methyl-7-oxo-pyrido[2,3-d]pyrimidin-2-yl]amino]-3-pyridyl]oxymethyl]-3-azabicyclo[3.1.0]hexane-3-carboxylate ClC1=C(C(=CC=C1)Cl)C1=CC2=C(N=C(N=C2)NC2=CC=C(C=N2)OCC2[C@H]3CN(C[C@@H]23)C(=O)OC(C)(C)C)N(C1=O)C